CC1(C(N(C=2C=CC3=C(C12)C=CC=C3)C)=CC=C3C=C(CCC3)C=CN3C(C1=CC=CC=C1C=C3CCCCCC(=O)ON3C(CCC3=O)=O)(C)C)C 2-[2-[3-[2-(1,3-dihydro-1,1,3-trimethyl-2H-benz[e]indol-2-ylidene)ethylidene]-1-cyclohexen-1-yl]ethenyl]-3-[6-[(2,5-dioxo-1-pyrrolidinyl)oxy]-6-oxohexyl]-1,1-dimethylisoquinoline